NC(=C(C1=C(C(=CC=C1)S(=O)(=O)[O-])S(=O)(=O)[O-])N)C1=CC=CC=C1 di-amino-stilbenedisulfonate